SC1=NN=NN1C1CCC1 5-Mercapto-1-cyclobutyltetrazole